N4-(5-cyclopropyl-1H-pyrazol-3-yl)-N2-(2-azaspiro[3.3]heptan-6-yl)pyrimidine-2,4-diamine C1(CC1)C1=CC(=NN1)NC1=NC(=NC=C1)NC1CC2(CNC2)C1